N-[4-[4-amino-1-(2,2-difluoroethyl)-1H-pyrazolo[3,4-d]pyrimidin-3-yl]phenyl]-5-(5-fluoropyridin-2-yl)-1-isopropyl-4-oxo-1,4-dihydropyridazine-3-carboxamide NC1=C2C(=NC=N1)N(N=C2C2=CC=C(C=C2)NC(=O)C2=NN(C=C(C2=O)C2=NC=C(C=C2)F)C(C)C)CC(F)F